C[Si](C)(C)CC1(C=CC=C1)[Hf]C1(C=CC=C1)C[Si](C)(C)C Bis-(trimethylsilylmethyl-cyclopentadienyl)hafnium